2-(2,6-dioxopiperidin-3-yl)-5-((4-(5-methylthieno[2,3-d]pyrimidin-4-yl)-3,6-dihydropyridine-1(2H)-yl)methyl)isoindoline-1,3-dione O=C1NC(CCC1N1C(C2=CC=C(C=C2C1=O)CN1CCC(=CC1)C=1C2=C(N=CN1)SC=C2C)=O)=O